(2S,5S)-tert-butyl 5-(4-bromo-2-iodobenzyl)-2-tert-butyl-3-methyl-4-oxoimidazolidine-1-carboxylate BrC1=CC(=C(C[C@H]2C(N([C@@H](N2C(=O)OC(C)(C)C)C(C)(C)C)C)=O)C=C1)I